(R)-3-methyl-2-(8-(1-methylpiperidin-3-yl)-5,6,7,8-tetrahydropyrido[2,3-c]pyridazin-3-yl)-5-(trifluoromethyl)phenol CC=1C(=C(C=C(C1)C(F)(F)F)O)C1=CC2=C(N=N1)N(CCC2)[C@H]2CN(CCC2)C